tert-butyl (4aS,9bS)-7-(trifluoromethoxy)-3,4,4a,9b-tetrahydro-2H-benzofuro[3,2-b]pyridine-1-carboxylate FC(OC1=CC2=C(C=C1)[C@@H]1N(CCC[C@@H]1O2)C(=O)OC(C)(C)C)(F)F